FC=1C=C(C=C2C=CC=NC12)N[C@H]1CN(CC1)CC(=O)N1[C@@H](CCC1)C#N (2S)-1-[2-[(3R)-3-[(8-fluoro-6-quinolinyl)amino]pyrrolidin-1-yl]acetyl]pyrrolidine-2-carbonitrile